N-(1-(6-(4-chlorophenyl)-2-(pyridin-3-yl)pyrimidin-4-yl)piperidin-4-yl)-2-hydroxypropionamide ClC1=CC=C(C=C1)C1=CC(=NC(=N1)C=1C=NC=CC1)N1CCC(CC1)NC(C(C)O)=O